F.C(CC)N propylamine hydrofluoride salt